C(C)(C)(C)NC(CN1CCC2(CC2C(=O)NC2=CC(=CC(=C2)Cl)Cl)CC1)=O 6-(2-(tert-butylamino)-2-oxoethyl)-N-(3,5-dichlorophenyl)-6-azaspiro[2.5]octane-1-carboxamide